phenyl (4-methylphenyl) phosphate P(=O)(OC1=CC=CC=C1)(OC1=CC=C(C=C1)C)[O-]